ClC=1C(=NC(=NC1)NC1CCOCC1)C=1C=C2C(=NC1)CN(C2=O)[C@@H](C(=O)N[C@H](CO)C2=CC(=CC=C2)OCC)C (2R)-2-(3-{5-chloro-2-[(oxan-4-yl)amino]pyrimidin-4-yl}-5-oxo-5H,6H,7H-pyrrolo[3,4-b]pyridin-6-yl)-N-[(1S)-1-(3-ethoxyphenyl)-2-hydroxyethyl]propanamide